[SiH3]O[SiH2]O[SiH2]O[SiH2]O[SiH2]O[SiH3] Hexasiloxane